C(C1=CC=CC=C1)N1C(N([C@H]/2[C@@H]1CS\C2=C\CCCC(=O)O)CC2=CC=CC=C2)=O (E)-5-((3as,6ar)-1,3-dibenzyl-2-oxohexahydro-4H-thieno[3,4-d]imidazol-4-ylidene)pentanoic acid